2,2-difluoro-N-(2-methoxyethyl)-N-[[4-[5-(trifluoromethyl)-1,2,4-oxadiazol-3-yl]phenyl]methyl]cyclopropane-carboxamide FC1(C(C1)C(=O)N(CC1=CC=C(C=C1)C1=NOC(=N1)C(F)(F)F)CCOC)F